S1C2=C(C(=C1)CCN1C3C=CC(C1)CC3CC)C=CC=C2 endo-2-(2-(benzo[b]thiophen-3-yl)ethyl)-7-ethyl-2-azabicyclo[2.2.2]oct-5-ene